1-((4AR,6R,7aS)-2-(3,4-difluorobenzyloxy)-2-oxo-4H-furo[3,2-d][1,3,2]dioxaphosphorin-6-yl)-5-fluoropyrimidine-2,4(1H,3H)-dione FC=1C=C(COP2(OCC3=C(O2)C=C(O3)N3C(NC(C(=C3)F)=O)=O)=O)C=CC1F